Imidazolidin-2-one hydrochloride Cl.N1C(NCC1)=O